COC(=O)C1=C(C=NC=C1)NC[C@@H]1CCOC2=C1C=CC(=C2)N(C2=CC=C(C=C2)OC(F)(F)F)C 3-({[(4R)-7-{methyl-[4-(trifluoromethoxy)phenyl]amino}-3,4-dihydro-2H-1-benzopyran-4-yl]methyl}amino)pyridine-4-carboxylic acid methyl ester